7-Amino-8-(3-hydroxy-2-methylphenyl)-3-(trifluoromethyl)quinoxaline-6-carboxamide NC1=C(C=C2N=C(C=NC2=C1C1=C(C(=CC=C1)O)C)C(F)(F)F)C(=O)N